tert-butyl 4-((6-cyano-1,1-dimethyl-isoindolin-2-yl)methyl)-5-methoxy-7-methyl-1H-indole-1-carboxylate C(#N)C1=CC=C2CN(C(C2=C1)(C)C)CC1=C2C=CN(C2=C(C=C1OC)C)C(=O)OC(C)(C)C